NC=1C=2N(C3=CC(=CC=C3N1)C(=O)N(C1CCC3=CC(=CC=C13)C(F)(F)F)CC(F)(F)F)C=NN2 4-amino-N-(2,2,2-trifluoroethyl)-N-(5-(trifluoromethyl)-2,3-dihydro-1H-inden-1-yl)-[1,2,4]triazolo[4,3-a]quinoxaline-8-carboxamide